FC=1C(=NC=CC1)NC(=O)C=1C=2N(C3=C(C1)C(CC3)C)C=NN2 N-(3-Fluoropyridin-2-yl)-6-methyl-7,8-dihydro-6H-cyclopenta[e][1,2,4]triazolo[4,3-a]pyridine-4-carboxamide